The molecule is a nitrosamine that is N-nitrosodiethylamine in which one of the ethyl froups has been replaced by a 2-hydroxyethyl group. It is used to induce renal and liver tumours in rodents. It has a role as a carcinogenic agent. It is a nitrosamine and a primary alcohol. It derives from a N-nitrosodiethylamine. CCN(CCO)N=O